C(C)(C)(C)OC(N(C)C=1C=NC(=C(C1)F)Cl)=O (6-chloro-5-fluoropyridin-3-yl)(methyl)carbamic acid tert-butyl ester